4-(4-(4-(1-ethylpiperidin-4-yl)piperazin-1-yl)piperidin-1-yl)-3-((3-fluoro-4-(octadecyloxy)phenyl)sulfonyl)-6-(methylthio)quinoline C(C)N1CCC(CC1)N1CCN(CC1)C1CCN(CC1)C1=C(C=NC2=CC=C(C=C12)SC)S(=O)(=O)C1=CC(=C(C=C1)OCCCCCCCCCCCCCCCCCC)F